C(C)(C)(C)OC(=O)C1=CN(C=CC1=O)[C@@H](CO)C(C)(C)C (R)-1-(1-hydroxy-3,3-dimethylbutan-2-yl)-4-oxo-1,4-dihydropyridine-3-carboxylic acid tert-butyl ester